C(C)N1CCN(CC1)CCO 2-(4-ethylpiperazin-1-yl)ethan-1-ol